C(C)N(CC)CC TRANS-Triethylamine